ClC1=CC=C(C=C1)C(C1=CC=CC=C1)N1CCN(CC1)CC=1C=C(C=CC1)C 1-[(4-chlorophenyl)benzyl]-4-[(3-tolyl)methyl]-piperazine